(2S,3R)-2-amino-3-hydroxy-N-methylbutyramide N[C@H](C(=O)NC)[C@@H](C)O